ClC=1C=C2C(=CC1)N(C(C21CCN(CC1)CCOC1=CC(=C(C(=O)N2CCS(CC2)(=O)=O)C=C1)C(F)(F)F)=O)CCO 4-(4-{2-[5-chloro-1-(2-hydroxyethyl)-2-oxo-1,2-dihydrospiro[indole-3,4'-piperidin]-1'-yl]ethoxy}-2-(trifluoromethyl)benzoyl)-1lambda6-thiomorpholine-1,1-dione